C(C(C)(C)C)[In](CC(C)(C)C)CC(C)(C)C trineopentylindium